2-((3,5-bis(trifluoromethyl) phenyl) carbamoyl)-4-chlorophenyl hydrogen phosphate P(=O)(OC1=C(C=C(C=C1)Cl)C(NC1=CC(=CC(=C1)C(F)(F)F)C(F)(F)F)=O)(O)[O-]